C(C=C)N1N(C2=NC(=NC=C2C1=O)NC1=CC=C2C=C(N(C2=C1)C)C)C1=NC(=CC=C1)C(C)(C)O 2-allyl-6-((1,2-dimethyl-1H-indol-6-yl)amino)-1-(6-(2-hydroxypropan-2-yl)pyridin-2-yl)-1,2-dihydro-3H-pyrazolo[3,4-d]pyrimidin-3-one